C(C)(C)(C)OC(NCC1=C(C=C(C=C1)C1=CC=NC=2N1N=C(C2)Br)C)=O.C(C)OC(/C=C/C2=CC(=CC(=C2)C(F)(F)F)C(F)(F)F)OCC (E)-1-(3,3-diethoxyprop-1-en-1-yl)-3,5-bis(trifluoromethyl)benzene tert-butyl-N-[[4-(2-bromopyrazolo[1,5-a]pyrimidin-7-yl)-2-methyl-phenyl]methyl]carbamate